C(C1=CC=CC=C1)SC=1C=C(C(=NC1)CN1C(=NC=2C=NC(=C(C21)C2=CC=CC=C2)OC([2H])([2H])[2H])C)F 1-((5-(benzylthio)-3-fluoropyridin-2-yl)methyl)-6-(methoxy-d3)-2-methyl-7-phenyl-1H-imidazo[4,5-c]pyridine